NC(CC)CC(CP(O)(O)=O)Cl 1-aminopropyl-2-chloropropyl-phosphonic acid